OC1C=2C(C=C(OC2C(C(C1O)O)O)CCC1=CC=C(C=C1)OC)=O 5,6,7,8-tetrahydroxy-2-(4-methoxyphenethyl)-5,6,7,8-tetrahydrochromone